3',3'-difluoro-1'-((3-fluoro-4-oxo-4,5-dihydropyrrolo[1,2-a]quinoxalin-7-yl)methyl)-N-methyl-1',2',3',6'-tetrahydro-[3,4'-bipyridine]-6-carboxamide FC1(CN(CC=C1C=1C=NC(=CC1)C(=O)NC)CC=1C=C2NC(C=3N(C2=CC1)C=CC3F)=O)F